C(C)(C)(C)OC(=O)N1CCN(CC1)C1=NC=C(C=C1)N.C(\C=C\C)(=O)NC1=CC=C(CN2C(C(C3=CC(=CC=C23)NC(=O)C2CC2)=O)=O)C=C1 (E)-N-(1-(4-(but-2-enamido)benzyl)-2,3-diketoindol-5-yl)cyclopropanecarboxamide tert-butyl-4-(5-aminopyridin-2-yl)piperazine-1-carboxylate